chloro-6'-(trifluoromethyl)-2H-spiro[benzofuran-3,3'-indoline] ClN1CC2(C3=CC=C(C=C13)C(F)(F)F)COC1=C2C=CC=C1